C(C)(C)(C)C1=CC=C(CSC=2N=CC(=NC2C2=NC3=C(N2C)C=CC(=C3)C(F)(F)F)/C(/N)=N/OCC)C=C1 (Z)-5-((4-(tert-butyl)benzyl)thio)-N'-ethoxy-6-(1-methyl-5-(trifluoromethyl)-1H-benzo[d]imidazol-2-yl)pyrazine-2-carboximidamide